1-[4-(dimethylsulfamoyl)phenyl]-9H-pyrido[3,4-b]indole-3-carboxylic acid CN(S(=O)(=O)C1=CC=C(C=C1)C1=NC(=CC2=C1NC1=CC=CC=C21)C(=O)O)C